N-(3-methylpyridin-2-yl)-2-{[5-(oxan-4-yloxy)pyridin-2-yl]formamido}acetamide CC=1C(=NC=CC1)NC(CNC(=O)C1=NC=C(C=C1)OC1CCOCC1)=O